Diethyl 2-[3-(dibenzylamino)-2-fluoro-4-nitrophenyl]-2-(2,2,2-trifluoroethyl)propane-dioate C(C1=CC=CC=C1)N(C=1C(=C(C=CC1[N+](=O)[O-])C(C(=O)OCC)(C(=O)OCC)CC(F)(F)F)F)CC1=CC=CC=C1